3-((3S,4R)-3-amino-4-(2,6-difluoro-4-methoxyphenyl)-2-oxopyrrolidin-1-yl)-1-(1-hydroxy-3-methoxypropan-2-yl)pyridin-2(1H)-one hydrochloride Cl.N[C@@H]1C(N(C[C@H]1C1=C(C=C(C=C1F)OC)F)C=1C(N(C=CC1)C(CO)COC)=O)=O